P(=O)(O)(O)O.C1(=CC=CC=C1)C=1C(=C(C(=O)[Na])C(=CC1C)C)C phenyl-(2,4,6-trimethylbenzoyl)sodium phosphate